[C@H]1([C@@H](O)[C@@H](O)[C@H](O)[C@H](O1)CO)CCCN(CCCCCN)CCC[C@@H]1[C@@H](O)[C@@H](O)[C@H](O)[C@H](O1)CO N1,N1-bis[3-(α-D-mannopyranosyl)propyl]pentane-1,5-diamine